N-(2-((tert-butyldimethylsilyl)oxy)-5-(5-oxo-8-phenyl-2,3-dihydrobenzo[f][1,4]oxazepin-4(5H)-yl)phenyl)methanesulfonamide [Si](C)(C)(C(C)(C)C)OC1=C(C=C(C=C1)N1CCOC2=C(C1=O)C=CC(=C2)C2=CC=CC=C2)NS(=O)(=O)C